5-allyloxy-1,3-dioxan-2-one C(C=C)OC1COC(OC1)=O